N-methyl-1-[5-[6-[5-(6-methyl-2-pyridyl)-1H-imidazol-4-yl]-3-quinolyl]-3-pyridyl]methanamine CNCC=1C=NC=C(C1)C=1C=NC2=CC=C(C=C2C1)C=1N=CNC1C1=NC(=CC=C1)C